1,2,3-tris(3,5-bis(trifluoromethyl)phenyl)propane-1,3-dione FC(C=1C=C(C=C(C1)C(F)(F)F)C(C(C(=O)C1=CC(=CC(=C1)C(F)(F)F)C(F)(F)F)C1=CC(=CC(=C1)C(F)(F)F)C(F)(F)F)=O)(F)F